5-cyano-N-(8-cyano-2-oxo-2,3,4,5-tetrahydro-1H-benzo[b]azepin-3-yl)-6-methyl-4-oxo-1-phenyl-1,4-dihydro-pyridazine-3-carboxamide C(#N)C=1C(C(=NN(C1C)C1=CC=CC=C1)C(=O)NC1CCC2=C(NC1=O)C=C(C=C2)C#N)=O